Lanthanum-copper [Cu].[La]